O1COC2=C1C=CC(=C2)N(C(C2=CC(=C(C=C2)C(F)(F)F)N2N=C(C(=C2C)Cl)C)=O)C N-(1,3-benzodioxol-5-yl)-3-(4-chloro-3,5-dimethyl-pyrazol-1-yl)-N-methyl-4-(trifluoromethyl)benzamide